CC1(NC(CC(C1)C(C(C(C(C(=O)O)(C1CC(NC(C1)(C)C)(C)C)C1CC(NC(C1)(C)C)(C)C)C(=O)O)C(=O)O)(C(=O)O)C1CC(NC(C1)(C)C)(C)C)(C)C)C.[N+](=O)([O-])C1=CC=C(C=C1)OCC(O)CO 1-(p-nitrophenyl)glycerol tetrakis(2,2,6,6-tetramethyl-4-piperidyl)-1,2,3,4-butanetetracarboxylate